S1C2=C(C=C1C(=O)NCC1(CCOCC1)C(=O)N(C)C)CCCCCC2 4-[[(4,5,6,7,8,9-Hexahydrocycloocta[b]thiophen-2-ylcarbonyl)amino]methyl]-N,N-dimethyl-oxane-4-carboxamide